FC1=C(C(=C(C(=C1F)F)F)F)C1=C(C=C(C=C1CC)CC)CC 2,3,4,5,6-pentafluoro-2',4',6'-triethyl-1,1'-biphenyl